ClC1=CC=C(C=N1)CN1/C(/SCC1)=N/C#N (Z)-[3-[(6-chloro-3-pyridinyl)methyl]-2-thiazolidinylidene]cyanamide